1-[(1S)-1-(3,5-difluorophenyl)propyl]-2-(1-ethyl-1H-pyrazol-3-yl)-6-hydroxy-5-{[4-(3-methylpyridin-4-yl)phenyl]methyl}-1,4-dihydropyrimidin-4-one FC=1C=C(C=C(C1)F)[C@H](CC)N1C(=NC(C(=C1O)CC1=CC=C(C=C1)C1=C(C=NC=C1)C)=O)C1=NN(C=C1)CC